tert-butyl 4-[4-({2-[(3,4-dimethyl-2,5-dioxoazolinyl)amino]-7-bromo-4-quinolyl} methyl)piperazinyl]piperidinecarboxylate CC=1C(N(C(C1C)=O)NC1=NC2=CC(=CC=C2C(=C1)CN1CCN(CC1)C1CCN(CC1)C(=O)OC(C)(C)C)Br)=O